ClC=1SC(=CN1)C(=O)OC methyl 2-chlorothiazole-5-carboxylate